O1C(=NC2=C1C=CC=C2)C2=C(C(N(C(=N2)NC)C)=O)OC 6-(1,3-benzoxazol-2-yl)-5-methoxy-3-methyl-2-(methylamino)-3,4-dihydropyrimidin-4-one